N1[C@@H]2[C@H](CC1)CCC2 (2S,3aS,6aS)-Octahydrocyclopenta[b]pyrrole